C(CCCCCCCCCCCCCCC)(=O)OC(C)N1C(CCC2=CC=C(C=C12)CCN1CCN(CC1)C1=CC(=CC=2SC=CC21)F)=O 1-(7-(2-(4-(6-fluorobenzo[b]thiophen-4-yl)piperazin-1-yl)ethyl)-2-oxo-3,4-dihydroquinolin-1(2H)-yl)ethyl palmitate